ClC1=C(C=C(OCC(=O)NC23CC(C2)(C3)NC(=O)C3=CC2=C(N(N=C2C)C)S3)C=C1)F N-{3-[2-(4-chloro-3-fluorophenoxy)acetamido]bicyclo[1.1.1]pentan-1-yl}-1,3-dimethyl-1H-thieno[2,3-c]pyrazole-5-carboxamide